N-((R)-1-(2-methyl-3-(trifluoromethyl)phenyl)ethyl)-4-(((1s,2s,4R)-7-methyl-7-azabicyclo[2.2.1]hept-2-yl)amino)-6-oxo-1-(tetrahydro-2H-pyran-4-yl)-1,6-dihydropyridine-3-carboxamide CC1=C(C=CC=C1C(F)(F)F)[C@@H](C)NC(=O)C1=CN(C(C=C1N[C@@H]1[C@@H]2CC[C@H](C1)N2C)=O)C2CCOCC2